2-[2-(dimethylamino)ethoxy]-N,N-dimethyl-ethanamine CN(CCOCCN(C)C)C